CC1OC(C(C1C1=C(C(=C(C=C1)F)F)OC)C)(C)C methyl-3-(3,4-difluoro-2-methoxy-phenyl)-4,5,5-trimethyl-tetrahydrofuran